C1(=CC=CC=C1)C1=CC=CC(=N1)C1=CC=C(C=C1)C1=C(C(=NC(=C1)N1C=2C=CC=CC2C=2C3=C(C=CC12)C=CC=C3)N3C=1C=CC=CC1C=1C2=C(C=CC31)C=CC=C2)N2C=3C=CC=CC3C=3C1=C(C=CC23)C=CC=C1 7,7',7''-(4-(4-(6-phenylpyridin-2-yl)phenyl)pyridine-2,3,6-triyl)tris(7H-benzo[c]carbazole)